5-(5-(trifluoromethyl)-1,2,4-oxadiazol-3-yl)pyridineamide FC(C1=NC(=NO1)C=1C=CC(=NC1)C(=O)N)(F)F